FC1=C(CCNC(=O)C=2C=C3C(=NC2)N(C=C3)CC)C=C(C(=C1)N1CCNCC1)F N-(2,5-difluoro-4-(piperazin-1-yl)phenethyl)-1-ethyl-1H-pyrrolo[2,3-b]pyridine-5-carboxamide